6-(Imidazo[1,2-a]pyridin-3-carbonyl)-N-(3-((methyl(oxetan-3-yl)amino)methyl)-5-(trifluoromethyl)phenyl)-4,5,6,7-tetrahydrothieno[2,3-c]pyridin-3-carboxamid N=1C=C(N2C1C=CC=C2)C(=O)N2CC1=C(CC2)C(=CS1)C(=O)NC1=CC(=CC(=C1)C(F)(F)F)CN(C1COC1)C